BrC=1C=C(C=C(C1OC)Br)CC(=O)NC1=CC=CC=C1 2-(3,5-dibromo-4-methoxyphenyl)-N-phenylacetamide